6-(2-(3-(2-methyl-1H-imidazol-1-yl)phenoxy)ethoxy)nicotinonitrile CC=1N(C=CN1)C=1C=C(OCCOC2=NC=C(C#N)C=C2)C=CC1